NC1=C(C=C(C=N1)NC(C(=O)N1[C@@H](CC[C@H](C1)C)C1=CC2=C(NN=C2)S1)=O)CC N-(6-amino-5-ethyl-3-pyridyl)-2-[(2S,5R)-5-methyl-2-(1H-thieno[2,3-c]pyrazol-5-yl)-1-piperidyl]-2-oxo-acetamide